1-(2-methoxyethoxy)-2-(2-phenylethynyl)benzene COCCOC1=C(C=CC=C1)C#CC1=CC=CC=C1